[Cl-].C(C=C)(=O)OCCC[N+](C)(C)C [3-(Acryloyloxy)propyl]trimethylammonium chloride